7-[(3R)-3-(dimethylamino)pyrrolidin-1-yl]-2-(2-methyl-1,3-benzothiazol-6-yl)-4H-pyrido[1,2-a]pyrimidin-4-one CN([C@H]1CN(CC1)C=1C=CC=2N(C(C=C(N2)C2=CC3=C(N=C(S3)C)C=C2)=O)C1)C